ClC=1C=C2C(=CNC2=CC1)C(=O)N[C@@H]1CCO[C@]12O[C@@H]([C@@H]([C@@H]([C@H]2O)N2N=NC(=C2)C2=CC(=C(C(=C2)F)F)F)O)CO 5-Chloro-N-((4R,5S,7R,8R,9S,10R)-8,10-dihydroxy-7-(hydroxymethyl)-9-(4-(3,4,5-trifluorophenyl)-1H-1,2,3-triazol-1-yl)-1,6-dioxaspiro[4.5]decan-4-yl)-1H-indole-3-carboxamide